C(#C)C1(CC1)N 1-ethynylcyclopropanamine